BrCC1=C(C=CC=C1B1OC(C(O1)(C)C)(C)C)C[C@@H](C(=O)OC)NC(=O)OC(C)(C)C methyl (2S)-3-[2-(bromomethyl)-3-(4,4,5,5-tetramethyl-1,3,2-dioxaborolan-2-yl) phenyl]-2-[(tert-butoxycarbonyl)amino]propanoate